C[C@@H]1CC[C@H](NC1)C=1C=C2CCC(NC2=NC1)=O 6-[(2S,5R)-5-methyl-2-piperidyl]-3,4-dihydro-1H-1,8-naphthyridin-2-one